CC1(SC1)C 2,2-dimethylthiirane